acrylooxyethyltrimethyl-ammonium bromide [Br-].C(C=C)(=O)OCC[N+](C)(C)C